tert-butyl 2-(((S)-1-(7-methyl-2-((S)-1-methylisoindolin-2-yl)-4-oxo-4H-pyrido[1,2-a]pyrimidin-9-yl)ethyl)amino)benzoate CC=1C=C(C=2N(C(C=C(N2)N2[C@H](C3=CC=CC=C3C2)C)=O)C1)[C@H](C)NC1=C(C(=O)OC(C)(C)C)C=CC=C1